F[C@H]1CN(CC[C@H]1O)C1=NC=CC(=N1)NC=1N=CC2=C(N=CC(=C2C1)C(C)C)N1C(CC1)C (3s,4r)-3-fluoro-1-(4-((5-isopropyl-8-(2-methylazetidin-1-yl)-2,7-naphthyridin-3-yl)amino)pyrimidin-2-yl)piperidin-4-ol